N-methyl-Threonine CN[C@@H]([C@H](O)C)C(=O)O